Ethyl 2-{[(tert-butoxy) carbonyl] (methyl) amino}-5-{3-[(tert-butyldiphenylsilyl) oxy]-2,2-dimethylpropyl}-1,3-thiazole-4-carboxylate C(C)(C)(C)OC(=O)N(C=1SC(=C(N1)C(=O)OCC)CC(CO[Si](C1=CC=CC=C1)(C1=CC=CC=C1)C(C)(C)C)(C)C)C